FC=1C=C(C=CC1OC)C1=C(C(=NN1C1=CC=C(C=C1)N=S(=O)=O)C(F)F)C#N 5-(3-fluoro-4-methoxyphenyl)-1-(4-sulfonylaminophenyl)-3-difluoromethyl-1H-pyrazole-4-carbonitrile